ClC=1C=C2CCCC(C2=CC1)NS(=O)(=O)C1=CC=C(C=C1)OC(F)(F)F N-(6-chloro-1,2,3,4-tetrahydronaphthalen-1-yl)-4-(trifluoromethoxy)benzenesulfonamide